1-(3,4-dimethoxyphenyl)-2-(methylamino)ethan-1-one COC=1C=C(C=CC1OC)C(CNC)=O